ClC1=NC(=CC(=C1)C1=C(N=C(S1)NC(=O)N1C[C@H](NCC1)C(=O)O)C1=CC(=CC=C1)C#N)C (2S)-4-[[5-(2-chloro-6-methyl-4-pyridyl)-4-(3-cyanophenyl)thiazol-2-yl]carbamoyl]piperazine-2-carboxylic acid